3-(2-ethoxy-2-oxoethyl)piperazine-1-carboxylic acid tert-butyl ester C(C)(C)(C)OC(=O)N1CC(NCC1)CC(=O)OCC